FC(C1=C(N=NN1C)C1N(C(C2=CC=CC=C2C1)(CN1CC2(CC2)CC1=O)OC)C(=O)C1(CCCCC1)C)F (5-(difluoromethyl)-1-methyl-1H-1,2,3-triazol-4-yl(methoxy)-1-((6-oxo-5-azaspiro[2.4]heptan-5-yl)methyl)-1,2,3,4-tetrahydroisoquinoline-2-carbonyl)-1-methylcyclohexane